ClCC(C)OC(C)CCl 1-chloromethylethyl ether